FC(C=1C(=NC(=CC1)N1C=NC2=C1C=CC(=C2)NC=2N=NC(=CC2)C)N2C[C@@H](C[C@@H]2C)C#N)F (3R,5S)-1-[3-(difluoromethyl)-6-[5-[(6-methylpyridazin-3-yl)amino]benzimidazol-1-yl]-2-pyridyl]-5-methyl-pyrrolidine-3-carbonitrile